1-(4-((1H-1,2,3-triazol-1-yl)methyl)benzyl)-1,3-dihydro-2H-benzo[d]imidazol-2-one N1(N=NC=C1)CC1=CC=C(CN2C(NC3=C2C=CC=C3)=O)C=C1